The molecule is an oxoalkyl phosphate, an aliphatic sulfide and an alpha-diketone. It is a conjugate acid of a 5-(methylsulfanyl)-2,3-dioxopentyl phosphate(2-). It is a tautomer of a 2-hydroxy-5-(methylsulfanyl)-3-oxopent-1-enyl phosphate. CSCCC(=O)C(=O)COP(=O)(O)O